(1Z,1'Z)-4-((Z)-(hydroxyimino)methyl)benzaldehyde oxime O\N=C/C1=CC=C(C=NO)C=C1